1-(5-bromo-2-methoxy-4-pyridyl)ethanol tert-butyl-(+/-)-(piperidin-3-yl-3-d)carbamate C(C)(C)(C)N(C(=O)OC(C)C1=CC(=NC=C1Br)OC)[C@]1(CNCCC1)[2H] |r|